C(#N)N1C[C@@H](CC1)NC(=O)C1=NC=C(C=C1F)C=1C(=NN(C1)C)C (R)-N-(1-cyanopyrrolidin-3-yl)-5-(1,3-dimethyl-1H-pyrazol-4-yl)-3-fluoropyridineamide